FC(CNC(C(C1=CC=C(C=C1)F)N1[C@@H](CN[C@H](C1)C)C)=O)F N-(2,2-difluoroethyl)-2-((2r,5s)-2,5-dimethylpiperazin-1-yl)-2-(4-fluorophenyl)acetamide